N-(4-(4-(2-(allyloxy)-4-(diethylamino)benzylidene)-5-oxo-4,5-dihydrooxazol-2-yl)phenyl)-5-bromonicotinamide C(C=C)OC1=C(C=C2N=C(OC2=O)C2=CC=C(C=C2)NC(C2=CN=CC(=C2)Br)=O)C=CC(=C1)N(CC)CC